FC1(C(N(C2=C(O1)C=C(C(=C2)N2C(C=1CCCCC1C2=O)=O)F)CC#C)=O)F 2-(2,2,7-trifluoro-3-oxo-4-prop-2-ynyl-3,4-dihydro-2H-benzo[b][1,4]Oxazin-6-yl)-4,5,6,7-tetrahydroisoindole-1,3-dione